N-((R)-1-(3-(5-((((1S,3R)-3-hydroxycyclopentyl)amino)methyl)thiophen-2-yl)phenyl)ethyl)-6-methylquinoline-7-carboxamide O[C@H]1C[C@H](CC1)NCC1=CC=C(S1)C=1C=C(C=CC1)[C@@H](C)NC(=O)C1=C(C=C2C=CC=NC2=C1)C